oxadiazolylaminobenzodiazepine MOLYBDENUM GLYCINATE NCC(=O)[O-].[Mo+4].O1N=NC(=C1)NC1=NNC2=C(C=C1)C=CC=C2.NCC(=O)[O-].NCC(=O)[O-].NCC(=O)[O-]